NC1=C(C=C(C2=CC=CC=C12)S(=O)(=O)O)N=NC=1C=NC(=CC1)C1=C(C=CC=C1)OCC(C)C 4-amino-3-[6-(2-isobutoxyphenyl)pyridin-3-ylazo]naphthalene-1-sulfonic acid